CC1=CC=C2N1C(N(N=C2)CC(=O)N[C@@H](C)C2=CC=CC=C2)=O (S)-2-(6-methyl-4-oxopyrrolo[1,2-d][1,2,4]triazin-3(4H)yl)-N-(1-phenylethyl)acetamide